3-((4-ethoxyphenyl)sulfonylamino)-4-methyl-N-(pyridin-3-ylmethyl)benzamide C(C)OC1=CC=C(C=C1)S(=O)(=O)NC=1C=C(C(=O)NCC=2C=NC=CC2)C=CC1C